(2R,4R)-2-methyltetrahydro-2H-pyran-4-ol C[C@H]1OCC[C@H](C1)O